CC1(CC1)NC=1C2=C(N=C(N1)C=1C=NOC1)C=NC=C2 N-(1-methylcyclopropyl)-2-(1,2-oxazol-4-yl)pyrido[3,4-d]pyrimidin-4-amine